ClC1=CC(=C(C=C1)C=1C=C(C=C2C(N(C(=NC12)C)C)=O)N1CC(OC(C1)C=1C=NN(C1)C)(C)C)F 8-(4-chloro-2-fluorophenyl)-6-(2,2-dimethyl-6-(1-methyl-1H-pyrazol-4-yl)morpholino)-2,3-dimethylquinazolin-4(3H)-one